ClC1=NC=C2C(=CC(=NC2=C1F)C#CC12CCCN2C[C@@H](C1)F)N1C[C@H]2CC[C@@H](C1)N2C(=O)OC(C)(C)C tert-butyl (1R,5S)-3-(7-chloro-8-fluoro-2-(((2R)-2-fluorotetrahydro-1H-pyrrolizin-7a(5H)-yl) ethynyl)-1,6-naphthyridin-4-yl)-3,8-diazabicyclo[3.2.1]octane-8-carboxylate